5-chloro-2-methyl-N-((1S,4r)-4-((2-oxo-3-(6-((((S)-tetrahydro-furan-2-yl)methyl)amino)pyridin-3-yl)-2,3-dihydro-1H-benzo[d]imidazol-1-yl)methyl)cyclohexyl)nicotinamide ClC=1C=NC(=C(C(=O)NC2CCC(CC2)CN2C(N(C3=C2C=CC=C3)C=3C=NC(=CC3)NC[C@H]3OCCC3)=O)C1)C